ClC=1C(=NC(=NC1)NC1=C(C=C(C(=C1)CC)N1CCC(CC1)N1C2CN(C(C1)CC2)C)OC)NC=2C(=C1N=CC=NC1=CC2)NS(=O)(=O)C N-(6-((5-chloro-2-((5-ethyl-2-methoxy-4-(4-(5-methyl-2,5-diazabicyclo[2.2.2]octan-2-yl)piperidin-1-yl)phenyl)amino)pyrimidin-4-yl)amino)quinoxalin-5-yl)methanesulfonamide